FC(S(=O)(=O)OC=1C=2N(C=C(C1)C=1C=NN(C1)CC)N=CC2C#N)(F)F 3-cyano-6-(1-ethyl-1H-pyrazol-4-yl)pyrazolo[1,5-a]pyridin-4-yl trifluoromethanesulfonate